N1[C@@H](C1)C(=O)O[Li] lithio (2S)-aziridine-2-carboxylate